C[C@@H]1N(CCN(C1)C)C1=CC=CC(=N1)C#N 6-[(2S)-2,4-dimethylpiperazin-1-yl]pyridine-2-carbonitrile